CC1=CC2=C(N=C(N=C2)NC2CCN(CC2)S(=O)(=O)C)C(=N1)C1CC2(C1)OCCN(C2)C 6-methyl-8-(8-methyl-5-oxa-8-azaspiro[3.5]nonan-2-yl)-N-(1-(methylsulfonyl)piperidin-4-yl)pyrido[3,4-d]pyrimidin-2-amine